1-oxo-5-azaspiro[2.4]heptane O=C1CC12CNCC2